CN(C(SC1=CC(=CC(=C1)C#N)Cl)=O)C S-(3-chloro-5-cyanophenyl) dimethylthiocarbamate